[O-]P([O-])(=O)OP(=O)([O-])[O-].P(=O)([O-])([O-])[O-].[Fe+2].[V+5].[Na+] sodium vanadium iron phosphate pyrophosphate